Cl.FC=1C=C(C=CC1)S(=O)(=O)N1C2CNCC1CC2 8-[(3-fluorophenyl)sulfonyl]-3,8-diazabicyclo[3.2.1]octane hydrochloride